FC=1C=C(C=CC1)C#CC=1C=CC(=NC1)C1=NOC(=N1)C1N(CCC1)CC#C 3-(5-((3-fluorophenyl)ethynyl)pyridin-2-yl)-5-(1-(prop-2-yn-1-yl)pyrrolidin-2-yl)-1,2,4-oxadiazole